1-Amino-N-(4-((6,7-dimethoxyquinolin-4-yl)oxy)-3-fluorophenyl)cyclopropane-1-carboxamide NC1(CC1)C(=O)NC1=CC(=C(C=C1)OC1=CC=NC2=CC(=C(C=C12)OC)OC)F